2-(Benzyloxy)-N-(1-phenyl-1H-benzo[d]imidazol-5-yl)pyrazolo[1,5-a]pyridine-3-carboxamide C(C1=CC=CC=C1)OC1=NN2C(C=CC=C2)=C1C(=O)NC1=CC2=C(N(C=N2)C2=CC=CC=C2)C=C1